NC1(CC1)C1=CC=C(C=C1)C1=CC(=CC(=C1)N1N=NC(=C1)C1=CC=C(C=C1)C(F)(F)F)C(=O)O 4'-(1-Aminocyclopropyl)-5-(4-(4-(trifluoromethyl)phenyl)-1H-1,2,3-triazol-1-yl)-[1,1'-biphenyl]-3-carboxylic acid